C(C)(C)N1C(=NN=C1)C1=CC=CC(=N1)NC(=O)C=1NC=CC1 N-(6-(4-isopropyl-4H-1,2,4-triazol-3-yl)pyridin-2-yl)-1H-pyrrole-2-carboxamide